2,5-bis(4-bromobutyl)-3,6-bis(2-thienyl)-2,5-dihydropyrrolo[3,4-c]pyrrole-1,4-dione BrCCCCN1C(C2=C(N(C(C2=C1C=1SC=CC1)=O)CCCCBr)C=1SC=CC1)=O